CN(C1=NC=NC(=C1C)NC1=NNC(=C1)C)C 4-(dimethylamino)-5-methyl-6-((5-methyl-1H-pyrazol-3-yl)amino)pyrimidin